NC=1SC2=C(N1)C=CC(=C2)N(C(=O)NC2=CC=C(C=C2)C(C)C)CCN2CCOCC2 1-(2-aminobenzo[d]thiazol-6-yl)-1-[2-(4-morpholinyl)ethyl]-3-(4-isopropylphenyl)urea